C(C)C1=NC2=CC=C(C=C2C(N1CC1CCN(CC1)C1=C(C=CC=C1)C=1N=NNN1)=O)NC(=O)C=1SC=CC1 N-[2-ethyl-4-oxo-3-[[1-[2-(2H-tetrazol-5-yl)phenyl]-4-piperidinyl]methyl]quinazolin-6-yl]thiophene-2-carboxamide